4-[(3R)-4-(cyclopropylcarbonyl)-3-methylpiperazin-1-yl]-2-(1-methyl-1H-pyrazol-4-yl)-6-[(2,2,2-trifluoroethyl)amino]pyrimidine-5-carbonitrile C1(CC1)C(=O)N1[C@@H](CN(CC1)C1=NC(=NC(=C1C#N)NCC(F)(F)F)C=1C=NN(C1)C)C